FC(C=1C(=NC=C(C1)F)C(=O)NC1=C(C=C(C(=C1)C1=NC(=NC=C1)N1CCOCC1)F)N1C[C@@H](N(CC1)C)C)F (S)-3-(difluoromethyl)-N-(2-(3,4-dimethylpiperazin-1-yl)-4-fluoro-5-(2-morpholinopyrimidin-4-yl)phenyl)-5-fluoropyridinamide